O[C@]1([C@@H](CC1)OC1=NN(C=C1NC=1N=CC2=C(N1)N(C(=C2)C#N)[C@H](COC)C)C([2H])([2H])[2H])C 2-((3-((1R,2R)-2-hydroxy-2-methylcyclobutoxy)-1-(methyl-d3)-1H-pyrazol-4-yl)amino)-7-((S)-1-methoxypropan-2-yl)-7H-pyrrolo[2,3-d]pyrimidine-6-carbonitrile